3-chloro-7-(((1-methylcyclopropyl)amino)methyl)-1H-pyrrolo[3,2-b]pyridine-5-carbonitrile ClC1=CNC=2C1=NC(=CC2CNC2(CC2)C)C#N